2-(2-amino-6-((1-isopropylpiperidin-4-yl)amino)-9H-purin-9-yl)-N-(1-ethyl-3-methyl-1H-pyrazol-5-yl)acetamide NC1=NC(=C2N=CN(C2=N1)CC(=O)NC1=CC(=NN1CC)C)NC1CCN(CC1)C(C)C